C(C(C(=O)[O-])[NH3+])O The molecule is an amino acid zwitterion obtained by transfer of a proton from the carboxy to the amnio group of serine. It is a tautomer of a serine.